(S)-3-(1-aminoethyl)-2-phenyl-2H-thiophene NC(C)C1[C@H](SC=C1)C1=CC=CC=C1